OC1(CC(C1)C(=O)N1CC2(C1)CCC(CC2)C=2C=C(C=CC2)C)C ((1s,3s)-3-hydroxy-3-methylcyclobutyl)(7-(m-tolyl)-2-azaspiro[3.5]non-2-yl)methanone